NC1=C(C([C@](O1)([2H])C=1C=C(C(=O)OC)C=CC1)=O)OS(=O)(=O)C([2H])([2H])C1=CC=CC=C1 methyl (S)-3-(5-amino-3-oxo-4-(((phenylmethyl-d2)sulfonyl)oxy)-2,3-dihydrofuran-2-yl-2-d)benzoate